CS(=O)(=O)[O-].C(C1=CC=CC=C1)[SH+]CC1=CC=C(C=C1)O benzyl-(4-hydroxyphenyl)methyl-sulfonium methanesulfonate